O=C1NC(CCC1C1=CC=C2CC[C@@H](CC2=C1)N1CCN(CC1)C(=O)OC(C)(C)C)=O tert-butyl 4-((2S)-7-(2,6-dioxopiperidin-3-yl)-1,2,3,4-tetrahydronaphthalen-2-yl)piperazine-1-carboxylate